COC1=C(C(=CC(=C1)C(F)(F)F)C)B1OC(C(O1)(C)C)(C)C 2-(2-Methoxy-6-methyl-4-(trifluoromethyl)phenyl)-4,4,5,5-tetramethyl-1,3,2-dioxaborolane